3-(3-Hydroxy-4-methoxyphenyl)-1-[4-(1H-imidazol-1-yl)phenyl]prop-2-en-1-one OC=1C=C(C=CC1OC)C=CC(=O)C1=CC=C(C=C1)N1C=NC=C1